C1(C(CC(C1)C(=O)[O-])C(=O)[O-])C(=O)OC 1-methyl cyclopentane-1,2,4-tricarboxylate